NCC(CNC(=O)C1=NC=C(N=C1)C(F)(F)C1=CC(=NC(=C1)N1CCN(CC1)S(=O)(=O)C1=CC=C(C=C1)N1C(C[C@H](C1)N)=O)Cl)O N-(3-amino-2-hydroxy-propyl)-5-[[2-chloro-6-[4-[4-[(4R)-4-amino-2-oxo-pyrrolidin-1-yl]phenyl]sulfonylpiperazin-1-yl]-4-pyridyl]-difluoro-methyl]pyrazine-2-carboxamide